trans-1,2-bis(bis(3,5-di-methylphenyl)phosphinomethyl)-cyclobutane CC=1C=C(C=C(C1)C)P(C1=CC(=CC(=C1)C)C)C[C@H]1[C@@H](CC1)CP(C1=CC(=CC(=C1)C)C)C1=CC(=CC(=C1)C)C